tert-butyl (S)-8-((R)-2-oxo-4-phenyloxazolidine-3-carbonyl)-6-(thiazole-5-carbonyl)-2,6-diazaspiro[3.4]octane-2-carboxylate O=C1OC[C@H](N1C(=O)[C@@H]1CN(CC12CN(C2)C(=O)OC(C)(C)C)C(=O)C2=CN=CS2)C2=CC=CC=C2